C(CCC)(=O)OCC(COC(CCC)=O)OC(CCC)=O 1,2,3-propanetriol tributyrate